CCC=CCC (E)- and (Z)-3-hexene